CC=1N=NC=C(C1[C@@H](C)OC=1C=C2C(=NNC2=CC1)C=1C=C(C#N)C=C(C1)C1COCC1)C 3-(5-((R)-1-(3,5-dimethyl-pyridazin-4-yl)ethoxy)-1H-indazol-3-yl)-5-(tetrahydro-furan-3-yl)benzonitrile